[(2S,4R)-1-(tert-butoxycarbonyl)-4-(2,3-dichloro-6-methoxyphenyl)pyrrolidin-2-yl]acetic acid C(C)(C)(C)OC(=O)N1[C@@H](C[C@@H](C1)C1=C(C(=CC=C1OC)Cl)Cl)CC(=O)O